C1=CC=C(C(=C1)Cl)Cl o-chlorobenzene